BrC=1C2=C(N(C(CC1CBr)=O)CC1=CC(=C(C=C1)C)F)C=CC=C2 5-Bromo-4-(bromomethyl)-1-(3-fluoro-4-methylbenzyl)-1,3-dihydro-2H-benzo[b]azepine-2-One